ClC1=C(C=C(C=C1OC)OC)C1=CC2=C(N=C(N=C2)NC=2C=C3CCNCC3=CC2)N2C1=NN=C2 6-(2-chloro-3,5-dimethoxyphenyl)-N-(1,2,3,4-tetrahydroisoquinolin-6-yl)-[1,2,4]triazolo[4',3':1,6]pyrido[2,3-d]pyrimidin-2-amine